C(#N)C=1C=NN2C1C(=CC(=C2)C=2C=NN(C2C)C2CCN(CC2)C(=O)OC(C)(C)C)N[C@H](C)C2=NC=CC=C2 tert-Butyl 4-[4-[3-cyano-4-[[(1R)-1-(2-pyridyl) ethyl]amino] pyrazolo[1,5-a]pyridin-6-yl]-5-methyl-pyrazol-1-yl]piperidine-1-carboxylate